FC(CN(C(C1=C(C=CC(=C1)F)C1=C2C=NN(C2=CC(=C1)CC1CN(CC1)CC1CCC(CC1)NS(=O)(=O)CC)C)=O)C(C)C)F N-(2,2-difluoroethyl)-5-fluoro-2-{1-methyl-6-[(1-{[(1r,4r)-4-ethylsulfonylaminocyclohexyl]methyl}pyrrolidin-3-yl)methyl]-1H-indazol-4-yl}-N-(isopropyl)benzamide